C1(CC1)C=1C=C(OC=2C(=C(N=NC2)OC(C)C)C(=O)NCC(F)C2=C(C=C(C=C2)Cl)Cl)C=CC1 5-(3-cyclopropylphenoxy)-N-[2-(2,4-dichlorophenyl)-2-fluoro-ethyl]-3-isopropoxy-pyridazine-4-carboxamide